CC(C(=O)O)(C)N methyl-aminopropionic acid